7-bromo-4-chloro-5H-pyrido[4,3-b]indole BrC=1C=CC=2C3=C(NC2C1)C(=CN=C3)Cl